C(C1=CC=CC=C1)NC N-benzyl-methylamine